[C-]1(C=CC=C1)SS[C-]1C=CC=C1.[CH-]1C=CC=C1.[Fe+2].[CH-]1C=CC=C1.[Fe+2] ferrocenyl disulfide